FC1=C(C=CC=C1)C=1N(C2=C(C=NC(=C2)C2OCCC2)N1)[C@H]1C[C@H](CCC1)NC(OC(C)(C)C)=O tert-butyl ((1S,3R)-3-(2-(2-fluorophenyl)-6-(tetrahydrofuran-2-yl)-1H-imidazo[4,5-c]pyridin-1-yl)cyclohexyl)carbamate